4-bromo-1-(1-(cyclopropylmethoxy)-2-methylpropan-2-yl)-1H-pyrazole BrC=1C=NN(C1)C(COCC1CC1)(C)C